NC(C)C=1C(=NC=CN1)C1=CC(=NC=N1)C(=O)N 6-[3-(1-aminoethyl)pyrazin-2-yl]pyrimidine-4-carboxamide